4,4'-dithiodibutan-1-ol C(CCCSSCCCCO)O